methyl 1-(2-((tert-butoxycarbonyl) amino) ethyl)-3-chloro-1H-pyrrole-2-carboxylate C(C)(C)(C)OC(=O)NCCN1C(=C(C=C1)Cl)C(=O)OC